C(CCCCCCC\C=C/CCCCCCCC)(=O)OC[C@@H](OC(CCCCCCC\C=C/CCCCCCCC)=O)COP(=O)(O)OCCN 1,2-di(oleoyl)-sn-glycero-3-phosphoethanolamine